(2-Hydroxyethyl)-3,4-dimethylaniline OCCNC1=CC(=C(C=C1)C)C